(3-aminobicyclo[1.1.1]pent-1-yl)(4-(5-(trifluoromethyl)pyrimidin-2-yl)piperazin-1-yl)methanone NC12CC(C1)(C2)C(=O)N2CCN(CC2)C2=NC=C(C=N2)C(F)(F)F